hydroxyfuro[2,3-b]pyridine-2-carboxylic acid OC1=C(OC2=NC=CC=C21)C(=O)O